(3-(2-((3,3-dimethyl-1,4-oxazin-6-yl)amino)-5-(trifluoromethyl)pyrimidin-4-yl)-1H-indol-7-yl)dimethylphosphine oxide CC1(COC(=CN1)NC1=NC=C(C(=N1)C1=CNC2=C(C=CC=C12)P(C)(C)=O)C(F)(F)F)C